BrC1=C(NC2=NSC3=C2C=CC=C3)C=CC=C1C1=CC=CC=C1 3-(2-Bromo-3-phenylanilino)benzisothiazole